4-Amino-thiopyran NC1=CCSC=C1